pyridinat N1=C(C=CC=C1)C(=O)[O-]